1-(1-(2-chlorobenzyl)piperidine-4-yl)propan-1-one ClC1=C(CN2CCC(CC2)C(CC)=O)C=CC=C1